ClC1=C(CNC(=O)[C@]2(C=3C=CC=NC3[C@H](CC2)O)F)C=C(C(=C1)F)F (5S,8S)-N-(2-chloro-4,5-difluorobenzyl)-5-fluoro-8-hydroxy-5,6,7,8-tetra-hydroquinoline-5-carboxamide